2-(4-butoxy-2-hydroxyphenyl)-5-chloro-2H-benzotriazole C(CCC)OC1=CC(=C(C=C1)N1N=C2C(=N1)C=CC(=C2)Cl)O